9-fluoro-1H,2H,4H,5H-[1,4]oxazepino[4,5-a]indole-11-carboxylic acid FC1=CC=2C(=C3N(C2C=C1)CCOCC3)C(=O)O